O[C@]1(C[C@@H]2[C@@H]([C@H]3CC[C@]4([C@H]([C@@H]3CC2)CC[C@@H]4C(CN4N=CC=N4)=O)C)C1)C 1-((1S,3aS,3bR,5aR,7S,8aS,8bR,10aS)-7-hydroxy-7,10a-dimethylhexadecahydrodicyclopenta[a,f]naphthalen-1-yl)-2-(2H-1,2,3-triazol-2-yl)ethan-1-one